C1(CCCCC1)OCC(=O)O 2-(cyclohexyloxy)acetic acid